CN([C@H](CNC(C[C@@H](C1(CC1)C(F)(F)F)C=1C=NC=CC1)=O)CC=1C=C2C=NNC2=CC1)C (R)-N-((S)-2-(dimethylamino)-3-(1H-indazol-5-yl)propyl)-3-(pyridin-3-yl)-3-(1-(trifluoromethyl)cyclopropyl)propanamide